C1(=CC=CC=C1)N1CCN(C2=CC=CC=C12)C(C=C)=O 1-(4-phenyl-3,4-dihydroquinoxalin-1(2H)-yl)prop-2-en-1-one